N1=C(NC2=C1C=CC=C2)CC=2NC1=C(N2)C=CC=C1 di-2-benzimidazolylmethane